C(C)(C)(C)OC(=O)N1CCC(CC1)C#CC1=CC(=C(C=C1)N1C[C@@H](N(CC1)C)C)NC(C1=CC(=CC=C1)OC)=O (S)-4-((4-(3,4-dimethylpiperazin-1-yl)-3-(3-methoxybenzamido)phenyl)Ethynyl)piperidine-1-carboxylic acid tert-butyl ester